3,5-dichloro-4-((4-methylquinolin-6-yl)oxy)aniline ClC=1C=C(N)C=C(C1OC=1C=C2C(=CC=NC2=CC1)C)Cl